5-[8,8-Dimethyl-1-(2-oxa-6-aza-spiro[3.3]hept-6-yl)-5,6-dihydro-8H-7-oxa-2,4,4b,9-tetraaza-fluoren-3-yl]-pyrimidin-2-ylamine CC1(OCCN2C=3N=C(N=C(C3N=C12)N1CC2(COC2)C1)C=1C=NC(=NC1)N)C